bis-(5-(9-borabicyclo[3.3.1]nonan-9-yl)pentyl)diphenyl-phosphonium bromide [Br-].C12CCCC(CCC1)B2CCCCC[P+](C2=CC=CC=C2)(C2=CC=CC=C2)CCCCCB2C1CCCC2CCC1